CC1(OB(OC1(C)C)C1=CN=C(S1)N(C(OC(C)(C)C)=O)COCC[Si](C)(C)C)C tert-butyl N-[5-(4,4,5,5-tetramethyl-1,3,2-dioxaborolan-2-yl)-1,3-thiazol-2-yl]-N-{[2-(trimethylsilyl) ethoxy]methyl}carbamate